tert-butyl N-[5-[acetyl(methyl)amino]-3-ethylsulfonyl-2-pyridyl]carbamate C(C)(=O)N(C=1C=C(C(=NC1)NC(OC(C)(C)C)=O)S(=O)(=O)CC)C